C(C=C)[Sn](CCC)(CCC)CCC allyl-tripropyl-tin